(methyldiphenylfluorenyl)amine CC1=C(C(=C(C=2CC3=CC=CC=C3C12)N)C1=CC=CC=C1)C1=CC=CC=C1